[Br-].BrBr dibromane bromide